methyl-2-methyl-propyl-sulfonate CC(C(C)C)S(=O)(=O)[O-]